D-pantothenat C(CCNC([C@@H](O)C(C)(C)CO)=O)(=O)[O-]